2-(6-{5-chloro-2-[(oxazin-4-yl)amino]pyrimidin-4-yl}-1-oxo-2,3-dihydro-1H-isoindol-2-yl)acetic acid ClC=1C(=NC(=NC1)NC1=CNOC=C1)C1=CC=C2CN(C(C2=C1)=O)CC(=O)O